3-{[8-(1-methyl-1H-indol-6-yl)quinoxalin-6-yl]amino}-N-(1-methyl-2-oxopiperidin-4-yl)pyridine CN1C=CC2=CC=C(C=C12)C=1C=C(C=C2N=CC=NC12)NC=1CN(C=CC1)C1CC(N(CC1)C)=O